Cl.FC1(CC(NC1)(C(=O)OC)C)F methyl 4,4-difluoro-2-methyl-pyrrolidine-2-carboxylate hydrochloride